O=C1CCCC=C1C(=O)SCCNC(CCNC([C@@H](C(COP(OP(OC[C@@H]1[C@H]([C@H]([C@@H](O1)N1C=NC=2C(N)=NC=NC12)O)OP(=O)(O)O)(=O)O)(=O)O)(C)C)O)=O)=O 6-oxo-cyclohex-1-ene-carbonyl-CoA